BrC1=C(C=C2CCC3(CC2=C1F)OCCO3)OCOCCOC 7'-bromo-8'-fluoro-6'-[(2-methoxyethoxy)methoxy]-3',4'-dihydro-1'H-spiro[[1,3]dioxolane-2,2'-naphthalene]